N-(2,4-Difluoro-3-(5-(2-fluorophenyl)-1H-pyrazolo[3,4-b]pyridin-3-carbonyl)phenyl)-propan-1-sulfonamid FC1=C(C=CC(=C1C(=O)C1=NNC2=NC=C(C=C21)C2=C(C=CC=C2)F)F)NS(=O)(=O)CCC